CN(C)\C=C(/C#N)\C(C)=O (E)-2-((dimethylamino)methylene)-3-oxobutyronitrile